Methyl-5-bromo-4-ethoxy-2-((4-methoxybenzyl)oxy)pyridineMalonic acid-d CC=1C(NC=C(C1OCC)Br)(C(C(=O)O)C(=O)O[2H])OCC1=CC=C(C=C1)OC